C(CCCCCCCCCCC)C(C(=O)O)=C.C(C=C)(=O)OCCCCCCCCCCCC dodecyl acrylate (laurylacrylate)